3-bromo-6-(difluoromethoxy)-2-fluorobenzoic acid BrC=1C(=C(C(=O)O)C(=CC1)OC(F)F)F